N1=CC(=CC=C1)C1=NNC(=N1)CC(=O)N 2-(3-(pyridin-3-yl)-1H-1,2,4-triazol-5-yl)acetamide